S1C(=CC=C1)[C@@H](C)N (R)-1-(thiophen-2-yl)ethylamine